bis(dicyclohexylphosphino)-ethane C1(CCCCC1)P(C1CCCCC1)C(C)P(C1CCCCC1)C1CCCCC1